N-pentyl-N'-(3-(1-ethyl-1,2,3,4-tetrahydropyridin-4-yl)-1H-indol-5-yl)urea C(CCCC)NC(=O)NC=1C=C2C(=CNC2=CC1)C1CCN(C=C1)CC